O1COC2=C1C=CC(=C2)C2NC1=CC=CC=C1CC2 2-(benzo[d][1,3]dioxol-5-yl)-1,2,3,4-tetrahydroquinoline